(3S,4R)-1-((4-(3-amino-1H-indazol-5-yl)phenyl)sulfonyl)-4-((5-(trifluoromethyl)pyridin-2-yl)amino)piperidin-3-ol NC1=NNC2=CC=C(C=C12)C1=CC=C(C=C1)S(=O)(=O)N1C[C@@H]([C@@H](CC1)NC1=NC=C(C=C1)C(F)(F)F)O